OS(=O)(=O)C(F)(F)F.CS(=O)(=O)ON O-methylsulfonylhydroxylamine triflate